C(C)(C)(C)OC(=O)N1C[C@@H](CCC1)OC1=C(C=C(C=C1)[N+](=O)[O-])C=1C(=NC=NC1C)C.CC1=CC=C(OC2=CC=C(N)C=C2)C=C1 4-(4-methylphenoxy)aniline tert-butyl-(3R)-3-[2-(4,6-dimethylpyrimidin-5-yl)-4-nitro-phenoxy]piperidine-1-carboxylate